COC=1C=C(NC2=CC=C(C=C2)S(=O)(=O)N2CCC(CC2)C2=NN=CN2C)C=CC1OC 3,4-dimethoxy-N-(4-((4-(4-methyl-4H-1,2,4-triazol-3-yl)piperidin-1-yl)sulfonyl)phenyl)aniline